rac-3-(1-methylcyclobutyl)-5-(1-piperidylmethyl)-5,6-dihydro-1,4,2-dioxazineID CC1(CCC1)[C-]1NOC[C@H](O1)CN1CCCCC1 |r|